CN1C(SC(C1C)C)=S 3,4,5-trimethylthiazolidine-2-thione